C12CN(CC2NC1)C1=NC=C(C(=N1)N1CC(C1)C(=O)NCC1=C(N=C2N1C=CC=C2)C)F 1-(2-{3,6-diazabicyclo[3.2.0]hept-3-yl}-5-fluoropyrimidin-4-yl)-N-({2-methylimidazo[1,2-a]pyridin-3-yl}methyl)azetidine-3-carboxamide